OC1=C(C(=CC(=C1)C(F)(F)F)C)C1=CC=C(N=N1)NC[C@](CO)(O)C (R)-3-((6-(2-Hydroxy-6-methyl-4-(trifluoromethyl)phenyl)pyridazin-3-yl)amino)-2-methyl-propane-1,2-diol